CN(C1CCN(CC1)C1=CC=C(C=C1)NC=1N=C(C2=C(N1)NC=C2)N2OCC[C@H]2C2=CC=CC=C2)C (S)-N-(4-(4-(dimethylamino)piperidin-1-yl)phenyl)-4-(3-phenylisoxazolidin-2-yl)-7H-pyrrolo[2,3-d]pyrimidin-2-amine